CC(CCCCC=CC)C(=O)OC(C)(C)C Tert-butyl nonane-7-ene-2-carboxylate